FC1=CC(=C(C=C1)NC1=C(C(=O)OCC)C(=CC=C1)OC)C(C)C ethyl 2-((4-fluoro-2-isopropylphenyl)-amino)-6-methoxy-benzoate